C[C@](N)(CCCNC(N)=N)C(=O)O α-methyl-L-arginine